SCCCCCNC(OC(C)(C)C)=O tert-butyl (5-mercaptopentyl)carbamate